(2S,5R)-5-(2-chlorophenyl)-1-(3',5'-difluoro-[1,1'-biphenyl]-4-carbonyl)pyrrolidine-2-carboxylic acid ClC1=C(C=CC=C1)[C@H]1CC[C@H](N1C(=O)C1=CC=C(C=C1)C1=CC(=CC(=C1)F)F)C(=O)O